methyl 5-(5-(2-chloro-4-((5-cyclopropyl-3-(2-(trifluoromethyl) phenyl) isoxazol-4-yl) methoxy) phenyl)-4,5-dihydroisoxazol-3-yl)-1-isopropyl-1H-pyrazole-3-carboxylate ClC1=C(C=CC(=C1)OCC=1C(=NOC1C1CC1)C1=C(C=CC=C1)C(F)(F)F)C1CC(=NO1)C1=CC(=NN1C(C)C)C(=O)OC